4-(3-((((1R,3R)-3-aminocyclohexyl)methyl)amino)-1-(2-(2-hydroxyethyl)-2H-indazol-5-yl)-1H-pyrazol-5-yl)-2-fluorobenzonitrile N[C@H]1C[C@@H](CCC1)CNC1=NN(C(=C1)C1=CC(=C(C#N)C=C1)F)C1=CC2=CN(N=C2C=C1)CCO